C(C)OC([C@H](CCCCCCCC1=NC=2NCCCC2C=C1)NC(=O)[C@H]1N(CCC1)CC=1C=NC=CC1)=O (S)-2-((S)-1-(pyridin-3-ylmethyl)pyrrolidine-2-carboxamido)-9-(5,6,7,8-tetrahydro-1,8-naphthyridin-2-yl)nonanoic acid ethyl ester